N[C@H]1CN(CCC1)C(=O)C1=CC2=C(N(C(=N2)C2=CC=3C(=NC(=CC3)NC3=C(C(=NC=C3)C)C)N2CC2CC2)C)C(=C1)OC N-(2-{5-[(3R)-3-aminopiperidine-1-carbonyl]-7-methoxy-1-methyl-1H-1,3-benzodiazol-2-yl}-1-(cyclopropylmethyl)-1H-pyrrolo[2,3-b]pyridin-6-yl)-2,3-dimethylpyridin-4-amine